oxoethene O=C=C